FC1=C(C=CC(=C1)F)NC(=O)N[C@@H]1C(NC[C@H]1C1=CC=C(C=C1)OC)=O |o1:12,16| (-)-1-(2,4-difluoro-phenyl)-3-[(3S*,4R*)-4-(4-methoxyphenyl)-2-oxopyrrolidin-3-yl]urea